nitroformate [N+](=O)([O-])C(=O)[O-]